[I-].F[NH2+]CCC1=CC=CC=C1 fluorophenethyl-ammonium iodide